C(C)(C)(C)C1=CC=C(C=C1)C(C(=O)C1=CC(=CC=C1)OC)C1=CC(=C(C(=C1)C(C)(C)C)O)C(C)(C)C 2-(4-(tert-butyl)phenyl)-2-(3,5-di-tert-butyl-4-hydroxyphenyl)-1-(3-methoxyphenyl)ethan-1-one